(R)-N-[4-[8-amino-5-chloro-3-(trideuteriomethyl)imidazo[1,5-a]pyrazin-1-yl]-2,3-difluoro-phenyl]-2-(3,5-difluorophenyl)-2-hydroxy-acetamide NC=1C=2N(C(=CN1)Cl)C(=NC2C2=C(C(=C(C=C2)NC([C@H](O)C2=CC(=CC(=C2)F)F)=O)F)F)C([2H])([2H])[2H]